C1(=CC=CC=C1)CCC(SCCCCCCC(=O)NC=1SC(=C(N1)C1=CC=CC=C1)C(N(C)C)=O)=O S-(7-((5-(dimethylcarbamoyl)-4-phenylthiazol-2-yl)amino)-7-oxoheptyl) 3-phenylpropanethioate